FC=1C(=NC(=NC1)C1=CC=NN1C)OC1CN(C1)C(=O)N1N=CC[C@H]1C=1C=NC=C(C1)F (S)-(3-((5-fluoro-2-(1-methyl-1H-pyrazol-5-yl)pyrimidin-4-yl)oxy)azetidin-1-yl)(5-(5-fluoropyridin-3-yl)-4,5-dihydro-1H-pyrazol-1-yl)methanone